4-(2-{[6-(4,4-difluoro-4-phenylbutoxy)hexyl]Amino}-1-hydroxy-ethyl)-2-(hydroxymethyl)-phenol FC(CCCOCCCCCCNCC(O)C1=CC(=C(C=C1)O)CO)(C1=CC=CC=C1)F